8-[(1R)-1-[2-(1,3-dioxolan-2-yl)anilino]ethyl]-3,6-dimethyl-2-(3-pyridinyl)benzopyran-4-one O1C(OCC1)C1=C(N[C@H](C)C2=CC(=CC=3C(C(=C(OC32)C=3C=NC=CC3)C)=O)C)C=CC=C1